[Cl-].[Yb+3].O1C=NCC1.O1C=NCC1.[Cl-].[Cl-] bisoxazoline ytterbium chloride